bis(p-dimethylaminostyryl)-1-p-tolylsulfonylmethane CN(C1=CC=C(C=CC(S(=O)(=O)C2=CC=C(C=C2)C)C=CC2=CC=C(C=C2)N(C)C)C=C1)C